C(C)(C)(C)OC=1C=C(C=C(C1)F)C1=CC(=NN1C(F)(F)F)NC(=O)[C@H]1CN(C([C@@H]1C)=O)CC1=C(C=C(C=C1)OC)OC (3R,4R)-N-(5-(3-(t-butoxy)-5-fluorophenyl)-1-(trifluoromethyl)-1H-pyrazol-3-yl)-1-(2,4-dimethoxybenzyl)-4-methyl-5-oxopyrrolidine-3-carboxamide